2-(6-{4-[1-(Propan-2-yl)piperidin-4-yl]-1,4-diazepan-1-yl}pyridine-2-yl)-1,3-benzothiazole CC(C)N1CCC(CC1)N1CCN(CCC1)C1=CC=CC(=N1)C=1SC2=C(N1)C=CC=C2